1-(1Z-octadecenyl)-2-(8Z,11Z,14Z-eicosatrienoyl)-glycero-3-phospho-(1'-sn-glycerol) CCCCCCCCCCCCCCCC/C=C\OC[C@H](COP(=O)(O)OC[C@H](CO)O)OC(=O)CCCCCC/C=C\C/C=C\C/C=C\CCCCC